C(CCC)OC1=CC=C(C=C1)OC(C1=CC=CC=C1)=O 4-Butoxyphenylbenzoate